C1(CCCCC1)CC(C1=CC=CC=C1)C1=CC=CC=2C=COC21 7-(2-cyclohexyl-1-phenylethyl)benzofuran